C(C)(C)(C)OC(=O)N1CC2(N(C3=NC(=CC=C3CC2)C(F)(F)F)Br)CC1 bromo-7'-(trifluoromethyl)-3',4'-dihydro-1'h-spiro[pyrrolidine-3,2'-[1,8]naphthyridine]-1-carboxylic acid tert-butyl ester